Triisostearoyl-titanium C(CCCCCCCCCCCCCCC(C)C)(=O)[Ti](C(CCCCCCCCCCCCCCC(C)C)=O)C(CCCCCCCCCCCCCCC(C)C)=O